FC=1C=C2C(=NC1/C=C/C(=O)OC)NN=C2I Methyl (E)-3-(5-fluoro-3-iodo-1H-pyrazolo[3,4-b]pyridin-6-yl)acrylate